BrC1=CC2=[N+](C=C3C(=C2S1)N(C(=N3)CCCC)C)[O-] 7-bromo-2-butyl-1-methyl-1H-imidazo[4,5-d]thieno[3,2-b]pyridine-5-oxide